Methyl (19-(tert-butyldiphenylsilyloxy)eicosa-14-enoyl)glycinate [Si](C1=CC=CC=C1)(C1=CC=CC=C1)(C(C)(C)C)OC(CCCC=CCCCCCCCCCCCCC(=O)NCC(=O)OC)C